C(C)C=1C(=C(C(N(C1C)C1=CC=C(C=C1)F)=O)C(=O)NC1=CC(=C(C=C1)OC1=CC=NC2=CC(=CN=C12)OC)F)C 5-Ethyl-N-[3-fluoro-4-[(7-methoxy-1,5-naphthyridin-4-yl)oxy]phenyl]-1-(4-fluorophenyl)-4,6-dimethyl-2-oxopyridine-3-carboxamide